COCCOC=1C=C(C[C@@H]2N(CCCCC2)C2=NC(=CC(N2)=O)N2C[C@H](OCC2)C)C=CC1 2-((R)-2-(3-(2-methoxyethoxy)benzyl)azepan-1-yl)-6-((R)-2-methylmorpholino)pyrimidin-4(3H)-one